N[C@H](CCCOC1=C(CC2=CN=C3C(=NC=NN32)N)C=CC=C1)COC (R)-7-(2-((4-amino-5-methoxypentyl)oxy)benzyl)imidazo[2,1-f][1,2,4]triazin-4-amine